(4-Fluoro-2-(tetrahydrofuran-2-yl)phenyl)methanol indium [In].FC1=CC(=C(C=C1)CO)C1OCCC1